[N+](=O)([O-])C=1C=C(C=CC1)/C=C/C(=O)O (e)-3-(3-nitrophenyl)acrylic acid